2-{[(2S,5R)-2-carbamoyl-3-methyl-7-oxo-1,6-diazabicyclo[3.2.1]oct-3-en-6-yl]oxy}-2-fluoropropanoic acid lithium salt [Li+].C(N)(=O)[C@H]1N2C(N([C@H](C=C1C)C2)OC(C(=O)[O-])(C)F)=O